silver (1,2,4-triazole) N1N=CN=C1.[Ag]